CC(C)(C)C=1C=C(C(=O)N2C3CC3CC2C(=O)N)C=CC1 2-(3-(2-methyl-2-propyl)benzoyl)-2-azabicyclo[3.1.0]hexane-3-carboxamide